FC(C1=CC2=C(C=N1)C(OC2)=O)(F)F 6-(trifluoromethyl)-1H-furo[3,4-c]pyridin-3-one